F[P-](F)(F)(F)(F)F.N1(N=NC2=C1N=CC=C2)O[P+](N2CCCC2)(N2CCCC2)N2CCCC2 7-azabenzotriazol-1-yloxyltripyrrolidinophosphonium hexafluorophosphate